4-(1-Benzyl-1,2,5,6-tetrahydropyridin-3-yl)-2-(4,5-dimethyl-1H-imidazol-2-yl)pyridine trifluoroacetate salt FC(C(=O)O)(F)F.C(C1=CC=CC=C1)N1CC(=CCC1)C1=CC(=NC=C1)C=1NC(=C(N1)C)C